CS(=O)(=O)[O-].C(CCCCCCC)[NH+]1C(=CC=C1)CCCC 1-Octyl-2-butylpyrrolium methansulfonat